O1COC2=C1C=CC(=C2)CC(=O)ONC(OCC(Cl)(Cl)Cl)=O 2,2,2-trichloroethyl (2-(benzo[d][1,3]dioxol-5-yl)acetoxy)carbamate